[SiH2]=O silane-on